Br[Mg]CC bromo(ethyl)magnesium